COC(=O)C1=CC(=NC(=C1)OC)C1=CC2=C(CCC=3C(=NN(C23)C2=CC(=CC(=C2)Cl)Cl)C(N(C)C(C)(C)C)=O)C=C1OC methyl-2-[3-[tert-butyl(methyl)carbamoyl]-1-(3,5-dichlorophenyl)-7-methoxy-4,5-dihydrobenzo[g]indazol-8-yl]-6-methoxy-pyridine-4-carboxylate